CC1=CC=C(C=C1)C=1C(=C(C=CC1)P([O-])(=O)C1=CC=CC=C1)C1=CC=C(C=C1)C bis(4-methyl-phenyl)-diphenyl-phosphinate